FC1(C(CCC1)OC1=C(C=C(C=C1)NC(=O)C=1N=C(OC1CC(F)(F)F)N1CC(CC1)COC)F)F N-(4-((2,2-difluorocyclopentyl)oxy)-3-fluorophenyl)-2-(3-(methoxymethyl)pyrrolidin-1-yl)-5-(2,2,2-trifluoroethyl)oxazole-4-carboxamide